(E)-1-(4-bromopyridin-2-yl)-3-(dimethylamino)prop-2-en-1-one BrC1=CC(=NC=C1)C(\C=C\N(C)C)=O